4-(4-(4-bromophenyl)bicyclo[2.2.2]Octane-1-carbonyl)piperazine-1-carboxylic acid tert-butyl ester C(C)(C)(C)OC(=O)N1CCN(CC1)C(=O)C12CCC(CC1)(CC2)C2=CC=C(C=C2)Br